2-(3-(benzyloxy)cyclobutyl)-1-fluoro-3-vinylbenzene C(C1=CC=CC=C1)OC1CC(C1)C1=C(C=CC=C1C=C)F